O[C@@H]1[C@H](CCCC1)NC(=O)C1=CC(=C(C=2OCOC21)C)CC2=CC=C(C=C2)N2N=CC=C2 N-[(1S,2S)-2-hydroxycyclohexyl]-7-methyl-6-[(4-pyrazol-1-ylphenyl)methyl]-1,3-benzodioxole-4-carboxamide